1-(4-ethylphenyl)-1H-pyrazole C(C)C1=CC=C(C=C1)N1N=CC=C1